N-(3-(6-bromo-4-fluorobenzo[d]thiazol-2-yl)-5-fluoro-2-methylphenyl)-2-chloro-3,4-difluorobenzamide BrC1=CC2=C(N=C(S2)C=2C(=C(C=C(C2)F)NC(C2=C(C(=C(C=C2)F)F)Cl)=O)C)C(=C1)F